NC1=C(C=C(C=C1)C)N 1,2-diamino-4-methylbenzene